Cl[Ru](=CC1=C(C=CC=C1)OC(C)C)Cl dichloro(o-isopropoxy-benzylidene)ruthenium